3-Octylamino-2-methyl-propan C(CCCCCCC)NCC(C)C